cyclopropylbicyclo[2.2.1]heptan C1(CC1)C12CCC(CC1)C2